C(C(=O)O)(=O)O.CC1=NC(=NO1)C1=CC=CC(=N1)OCCCN1CCN(CC1)C1=NSC2=C1C=CC=C2 3-(4-{3-[6-(5-Methyl-[1,2,4]oxadiazol-3-yl)-pyridin-2-yloxy]-propyl}-piperazin-1-yl)-benzo[d]isothiazole oxalate